N-(6-amino-5-methylpyridin-3-yl)-2-(2-(2-(methoxymethyl)benzo[d]thiazol-5-yl)-5-methylpiperidin-1-yl)-2-oxoacetamide NC1=C(C=C(C=N1)NC(C(=O)N1C(CCC(C1)C)C=1C=CC2=C(N=C(S2)COC)C1)=O)C